tris-(hydroxyphenyl)methane OC1=C(C=CC=C1)C(C1=C(C=CC=C1)O)C1=C(C=CC=C1)O